OC(C)(C)C=1C(=CC2=CN(N=C2C1)C1CCN(CC1)CCCC1CCNCC1)NC(=O)C1=NC(=CC=C1)C(F)(F)F N-(6-(2-hydroxyprop-2-yl)-2-(1-(3-(piperidin-4-yl)propyl)piperidin-4-yl)-2H-indazol-5-yl)-6-(trifluoromethyl)pyridinecarboxamide